(5R,6S)-6-phenyl-5-(4-(piperazin-1-yl)phenyl)-5,6,7,8-tetrahydronaphthalen-2-ol C1(=CC=CC=C1)[C@@H]1[C@@H](C=2C=CC(=CC2CC1)O)C1=CC=C(C=C1)N1CCNCC1